N,N-dibutylmethylamine C(CCC)N(CCCC)C